C(C1=CC=CC=C1)N1S(C(C(C2=C1N=C(N2C)NCCCC)=O)C2=CC=CC=C2)(=O)=O 1-benzyl-6-(butylamino)-5-methyl-3-phenyl-3,5-dihydroimidazo[4,5-c][1,2]thiazine-4(1H)-one 2,2-dioxide